FC1=C(C=C(NCCON)C=C1)OC O-[2-(4-fluoro-3-methoxy-anilino)ethyl]hydroxylamine